C(C)(C)(C)OC(=O)NCCCCCCN1C=C(C=CC1=O)CC(=O)O 2-[1-(6-{[(tert-butoxy)carbonyl]amino}hexyl)-6-oxo-1,6-dihydropyridin-3-yl]acetic acid